[Br-].C(CCCCCCCCCCCCC)CN(C)C tetradecyl-trimethyl-amine bromide